C(C)OC(CCC(=O)C1=NC(=CC(=C1O)C#N)C1=C(C(=CC=C1)Cl)C)=O 4-[6-(3-chloro-2-methyl-phenyl)-4-cyano-3-hydroxy-pyridin-2-yl]-4-oxo-butyric acid ethyl ester